2-(3-aminopropoxy)ethanol NCCCOCCO